2-mercapto-2-methylbenzothiazole SC1(SC2=C(N1)C=CC=C2)C